3-[(E)-oct-1-enyl]tetrahydrofuran-2,5-dione C(=C\CCCCCC)/C1C(OC(C1)=O)=O